(5,5-dioxido-4H-thieno[3,2-c]thiochromen-2-yl)(4-(4-(hexyloxy)phenyl)piperazin-1-yl)methanone O=S1(CC2=C(C=3C=CC=CC13)SC(=C2)C(=O)N2CCN(CC2)C2=CC=C(C=C2)OCCCCCC)=O